[Si](C)(C)(C(C)(C)C)OCC[C@@H]1[C@@](C1)(C(=O)O)C1=C(C=CC(=C1)F)F (1R,2R)-2-(2-((tert-butyldimethylsilyl)oxy)ethyl)-1-(2,5-difluorophenyl)cyclopropane-1-carboxylic acid